FC(C1=C(C(=C(C(=C1F)F)B(C1=C(C(=C(C(=C1F)F)C(F)(F)F)F)F)C1=C(C(=C(C(=C1F)F)C(F)(F)F)F)F)F)F)(F)F tris(4-trifluoromethyl-2,3,5,6-tetrafluorophenyl)boron